2-[4-({N-[(4-methoxyphenyl)methyl]carbamoyl}amino)phenyl]-N-benzylacetamide COC1=CC=C(C=C1)CNC(=O)NC1=CC=C(C=C1)CC(=O)NCC1=CC=CC=C1